methyl (2-(4-((tert-butoxycarbonyl)amino)piperidin-1-yl)thiazole-4-carbonyl)-L-serinate C(C)(C)(C)OC(=O)NC1CCN(CC1)C=1SC=C(N1)C(=O)N[C@@H](CO)C(=O)OC